[N+3].C(CCCCCCCCCCCCCCC)OC(C=1C(C(=O)[O-])=CC=CC1)=O.C(CCCCCCCCCCCCCCC)OC(C=1C(C(=O)[O-])=CC=CC1)=O.C(CCCCCCCCCCCCCCC)OC(C=1C(C(=O)[O-])=CC=CC1)=O cetylphthalate nitrogen